N[C@@](C)(C1=CC=C(C=C1)F)C=1C=NC(=NC1)N1CCN(CC1)C1=NC=NN2C1=CC(=C2)C=2C=NN(C2)CCO (S)-2-(4-(4-(4-(5-(1-amino-1-(4-fluorophenyl)ethyl)pyrimidin-2-yl)piperazin-1-yl)pyrrolo[2,1-f][1,2,4]triazin-6-yl)1H-pyrazol-1-yl)ethan-1-ol